C(C)(C)(C)OC(=O)N(C1CN(CCC1)C(=O)O)C=1C=CC=2N(C1)C(=CN2)C2=CC(=CC=C2)S(N)(=O)=O 3-((tert-butoxycarbonyl)(3-(3-sulfamoylphenyl)imidazo[1,2-a]pyridin-6-yl)Amino)piperidine-1-carboxylic acid